C(C)C=1C=C(C(NN1)=O)O 6-ethyl-4-hydroxypyridazine-3(2H)-one